(3-(2'-cyclopropyl-3-(hydroxymethyl)biphenyl-4-yl)pyrrolidin-1-yl)methanone C1(CC1)C1=C(C=CC=C1)C1=CC(=C(C=C1)C1CN(CC1)C=O)CO